(4-(4-(benzo[d]thiazol-5-ylamino)quinolin-6-yl)-5-fluoro-2-methylphenyl)(piperazin-1-yl)methanone S1C=NC2=C1C=CC(=C2)NC2=CC=NC1=CC=C(C=C21)C2=CC(=C(C=C2F)C(=O)N2CCNCC2)C